C(CCC(=O)OCC1(COC1)C)(=O)OC methyl ((3-methyloxetan-3-yl)methyl) succinate